O.O.N(=NC(C#N)(C)C)C(C#N)(C)C 2,2'-azobisisobutyronitrile dihydrate